3-(sec-butyl)-4-(3-methoxyazetidine-1-carbonyl)-1,3,4,5-tetrahydro-2H-benzo[1,4]diazepin-2-one C(C)(CC)C1C(NC2=C(CN1C(=O)N1CC(C1)OC)C=CC=C2)=O